[Fe].[C] carbon-iron salt